C(C)(C)(C)OC(NC1CC(C1)NC1=NC=CC2=CC=C(C=C12)C1=NOC(=N1)C)=O [3-[[7-(5-methyl-1,2,4-oxadiazol-3-yl)-1-isoquinolinyl]amino]cyclobutyl]carbamic acid tert-butyl ester